dipropyldimethyl-ammonium hydroxide [OH-].C(CC)[N+](C)(C)CCC